C(=C)C=1C=C2C3=C(C(NC3=CC=C2)=O)C1 4-vinyl-benzo[cd]indol-2(1H)-one